1-(3-bromo-5-methoxyphenyl)-3-(3-chloro-2-hydroxymethylphenyl)urea BrC=1C=C(C=C(C1)OC)NC(=O)NC1=C(C(=CC=C1)Cl)CO